ClC1=CC=C(CNC(NC2CC3(CC(C3)NC(C3=CC(=CC=C3)OC)=O)C2)=O)C=C1 N-(6-(3-(4-chlorobenzyl)ureido)spiro[3.3]heptan-2-yl)-3-methoxybenzamide